1-(3-((3-(1H-pyrazol-4-yl)-1H-indazol-6-yl)amino)phenyl)-3-(3-(tert-butyl)-1-(2-fluorophenyl)-1H-pyrazol-5-yl)urea N1N=CC(=C1)C1=NNC2=CC(=CC=C12)NC=1C=C(C=CC1)NC(=O)NC1=CC(=NN1C1=C(C=CC=C1)F)C(C)(C)C